FC1=C(C(=NN1C1=NC=CC=C1)OC)C(F)(F)F 5-fluoro-3-methoxy-1-(2-pyridyl)-4-trifluoromethylpyrazole